NC1=C(C=C(C=N1)NC(C(=O)N1[C@H](CN([C@@H](C1)C)C1(CC1)C(F)(F)F)C1=CC=C(C=C1)F)=O)C N-(6-amino-5-methyl-3-pyridyl)-2-[(2S,5R)-2-(4-fluorophenyl)-5-methyl-4-[1-(trifluoromethyl)cyclopropyl]piperazin-1-yl]-2-oxo-acetamide